OCC1=C(C=NN1C)C1=NC=C(C(=N1)C)O[C@@H]1C[C@H](CCC1)C(=O)OC(C)C Isopropyl (1S,3S)-3-((2-(5-(hydroxymethyl)-1-methyl-1H-pyrazol-4-yl)-4-methyl-pyrimidin-5-yl)oxy)cyclohexane-1-carboxylate